6-Hexyl-7-hydroxy-3-(7-methyl-imidazo-[1,2-a]pyridin-2-yl)-chromen-2-one C(CCCCC)C=1C=C2C=C(C(OC2=CC1O)=O)C=1N=C2N(C=CC(=C2)C)C1